NC/C(/CN1N=CN(C1=O)C=1C=NC(=CC1C)C1=CC(=CC=C1)C1=NNC=N1)=C\F 2-[(2E)-2-(aminomethyl)-3-fluoroprop-2-en-1-yl]-4-{4-methyl-6-[3-(1H-1,2,4-triazol-3-yl)phenyl]pyridin-3-yl}-2,4-dihydro-3H-1,2,4-triazol-3-one